COC1=CC=C(C(C2=CC=C(C=C2)OC)(C2=CC=CC=C2)C([C@@H]2[C@H]([C@H]([C@@H](O2)N2C(=O)NC(=O)C=C2)O)O)O)C=C1 5'-(4,4'-dimethoxytrityl)-uridine